7-chloro-1-(4-(((3-(7-chloro-4-(dimethylamino)-2-oxoquinazolin-1(2H)-yl)phenyl)amino)methyl)thiophen-2-yl)-4-(dimethylamino)quinazolin-2(1H)-one ClC1=CC=C2C(=NC(N(C2=C1)C=1SC=C(C1)CNC1=CC(=CC=C1)N1C(N=C(C2=CC=C(C=C12)Cl)N(C)C)=O)=O)N(C)C